tert-butyl (S)-2-(hydroxymethyl)piperidine-1-carboxylate OC[C@H]1N(CCCC1)C(=O)OC(C)(C)C